C(#N)C1CN(C1)C(=O)C1=CC=C(C=C1)NC=1C(=NN(C1)C1=C(C=CC=C1Cl)Cl)C(=O)N 4-((4-(3-cyanoazetidine-1-carbonyl)phenyl)amino)-1-(2,6-dichlorophenyl)-1H-pyrazole-3-carboxamide